C1(CC1)C1=CC2=C(C3=C(NCC2)C=CC=C3)S1 cyclopropyl-5,6-dihydro-4H-benzo[b]thieno[2,3-d]azepine